6,7-Dimethoxy-3,3-dimethyl-4-(phenylamino)-3,4-dihydroquinolin-2(1H)-one COC=1C=C2C(C(C(NC2=CC1OC)=O)(C)C)NC1=CC=CC=C1